3-(7-((4-((3-morpholinoazetidin-1-yl)methyl)benzyl)oxy)-3-oxo-1,3-dihydro-2H-indazol-2-yl)piperidine-2,6-dione O1CCN(CC1)C1CN(C1)CC1=CC=C(COC=2C=CC=C3C(N(NC23)C2C(NC(CC2)=O)=O)=O)C=C1